C(C)(C)C1=NOC(=N1)N1CCC(CC1)C(C)OC=1SC2=NC(=CC=C2N1)C1=CC(N(C=C1)C)=O 4-(2-(1-(1-(3-isopropyl-1,2,4-oxadiazol-5-yl)piperidin-4-yl)ethoxy)thiazolo[5,4-b]pyridin-5-yl)-1-methylpyridin-2(1H)-on